N-[(3R)-1-(4-{[(1R)-1-(3,5-difluorophenyl)ethyl]amino}-2-methylpyrido[3,4-d]pyrimidin-6-yl)pyrrolidin-3-yl]acetamide FC=1C=C(C=C(C1)F)[C@@H](C)NC=1C2=C(N=C(N1)C)C=NC(=C2)N2C[C@@H](CC2)NC(C)=O